C(C1=CC=CC=C1)(=O)NC(N(CC1=C(C(=CC=C1)OC\C(=C\F)\CNC(=O)OC(C)(C)C)Cl)C1=C(NC=C1)C(=O)OCC)=S ethyl (E)-3-(3-benzoyl-1-(3-((2-(((tert-butoxycarbonyl)amino)methyl)-3-fluoroallyl)oxy)-2-chlorobenzyl)thioureido)-1H-pyrrole-2-carboxylate